BrC=1N=C2C(=NC1)N(C=C2)C 2-bromo-5-methylpyrrolo[2,3-b]pyrazine